CC1=C(SC=C1C)C#C 3,4-dimethylthienylvinylene